NN1C(NCC1=O)=NN 3-amino-2-hydrazinylideneimidazolidin-4-one